(1S,2S)-2-(3-chlorophenyl)-N-(5-(((6-cyclopropylimidazo[1,2-a]pyridin-2-yl)methyl)amino)-1,3,4-thiadiazol-2-yl)cyclopropane-1-carboxamide ClC=1C=C(C=CC1)[C@@H]1[C@H](C1)C(=O)NC=1SC(=NN1)NCC=1N=C2N(C=C(C=C2)C2CC2)C1